B(O)(O)O.C12(C(CCC(C1(C)C)C2)(C)O)O pinanediol borate